CC1=CC=C(C=N1)CN1N=C2C3=C(CCC2=C1)OC(=C3C(F)(F)F)C(=O)NC[C@H]3OCCC3 2-[(6-Methylpyridin-3-yl)methyl]-N-{[(2S)-oxolan-2-yl]methyl}-8-(trifluoromethyl)-4,5-dihydro-2H-furo[2,3-g]indazole-7-carboxamide